ClC1=CC(=CC(=C1)Cl)Cl 1,3,5-Trichlorobenzol